C(#N)C1=C(C=CC2=C1OC[C@@H]1N(CCN2C1)C(=O)OC(C)(C)C)\N=C/N(C)C tert-butyl (3R)-11-cyano-10-(((Z)-(dimethylamino)methylene)amino)-2,3,5,6-tetrahydro-4H-3,7-methanobenzo[b][1,4,7]oxadiazonine-4-carboxylate